O1C(COCC1)COC1=C(C=C(C=C1)C=1C=C(C(NC1C(F)(F)F)=O)C(=O)N)C1CC1 5-(4-((1,4-dioxan-2-yl)methoxy)-3-cyclopropylphenyl)-2-oxo-6-(trifluoromethyl)-1,2-dihydropyridine-3-carboxamide